tert-butyl N-[[7-[5-(1-cyano-3-fluoro-2-naphthyl)-1-methyl-pyrazol-4-yl]-5-fluoro-4-oxo-3H-phthalazin-1-yl]methyl]carbamate C(#N)C1=C(C(=CC2=CC=CC=C12)F)C1=C(C=NN1C)C1=CC(=C2C(NN=C(C2=C1)CNC(OC(C)(C)C)=O)=O)F